1-(2-(2H-benzo[b][1,4]oxazin-4(3H)-yl)-2-oxoethyl)-4-bromo-1'-(1H-indazole-5-carbonyl)spiro[indoline-3,4'-piperidin]-2-one O1C2=C(N(CC1)C(CN1C(C3(CCN(CC3)C(=O)C=3C=C4C=NNC4=CC3)C3=C(C=CC=C13)Br)=O)=O)C=CC=C2